(S)-7-(1-methyl-1H-indazol-4-yl)-2-oxo-1,2-dihydrospiro[pyrido[2,3-b][1,4]oxazine-3,3'-pyrrolidine]-1'-carbonitrile CN1N=CC2=C(C=CC=C12)C1=CC2=C(O[C@@]3(CN(CC3)C#N)C(N2)=O)N=C1